methyl-di-(3-octyl)phosphinetriyl-propyl-ammonium CC(CC[N+]#P)(C(CC)CCCCC)C(CC)CCCCC